C(C1=CC=CC=C1)OC(=O)N[C@@H](CCCCNC(=O)OC(C)(C)C)C(=O)N[C@@H](C)C(=O)N[C@@H](C)C(=O)N[C@@H](C)C(=O)OC(C)(C)C tert-butyl N2-((benzyloxy) carbonyl)-N6-(tert-butoxycarbonyl)-L-lysyl-L-alanyl-L-alanyl-L-alaninate